(4-bromo-2,5-dimethylthiophen-3-yl)(4-fluorophenyl)methanone BrC=1C(=C(SC1C)C)C(=O)C1=CC=C(C=C1)F